indeno[1,2-c]pyrazol-4-one N=1NC=C2C1C1=CC=CC=C1C2=O